methyl pentadecanate C(CCCCCCCCCCCCCC)(=O)OC